3-{4-[4-(bromomethyl)-3-(2-chloro-6-fluorophenyl)-1,2-oxazol-5-yl]-5-methyl-1H-pyrazol-1-yl}-1-methylcyclobutan-1-ol BrCC=1C(=NOC1C=1C=NN(C1C)C1CC(C1)(O)C)C1=C(C=CC=C1F)Cl